7-((4-(2-methyl-6-(methylcarbamoyl)pyridin-3-yl)piperazin-1-yl)methyl)thieno[3,4-c]quinolin-4(5H)-one CC1=NC(=CC=C1N1CCN(CC1)CC=1C=CC=2C=3C(C(NC2C1)=O)=CSC3)C(NC)=O